FC(C(=O)O)(F)F.NCC(=O)N1CCN(CC1)CCCOC1=CC=C(C=C1)C1=C(C(=O)NCC(=O)N2[C@@H](CC(C2)(F)F)C#N)C=CN=C1 (S)-3-(4-(3-(4-(2-aminoacetyl)piperazin-1-yl)propoxy)phenyl)-N-(2-(2-cyano-4,4-difluoropyrrolidin-1-yl)-2-oxoethyl)isonicotinamide 2,2,2-trifluoroacetate